C(C)(C)C1=CC(=CC=2N1C=NC2C(NC)=O)C=2C=CC=C1C=C(N=CC21)C=2C=CC(=NC2)C(=O)O 5-(8-(5-Isopropyl-1-(methylcarbamoyl)imidazo[1,5-a]pyridin-7-yl)isoquinolin-3-yl)picolinic acid